(R)-N-(5-methyl-2-(4-((1-methylpiperidin-3-yl)amino)phthalazin-1-yl)phenyl)acetamide Cadmium-Gold [Au].[Cd].CC=1C=CC(=C(C1)NC(C)=O)C1=NN=C(C2=CC=CC=C12)N[C@H]1CN(CCC1)C